(R)-2-(5-ethyl-3-fluoro-2-methoxyphenyl)-2-((R)-3-((5-(4-methoxy-5,6,7,8-tetrahydro-1,8-naphthyridin-2-yl)pentyl)oxy)pyrrolidin-1-yl)acetic acid C(C)C=1C=C(C(=C(C1)[C@H](C(=O)O)N1C[C@@H](CC1)OCCCCCC1=NC=2NCCCC2C(=C1)OC)OC)F